ClC=1C(=C(C=CC1Cl)O)C1CC2=NN=C(N2C1)C1CCN(CC1)C1CCCCC1 3,4-dichloro-2-(3-(1-cyclohexylpiperidin-4-yl)-6,7-dihydro-5H-pyrrolo[2,1-c][1,2,4]triazol-6-yl)phenol